CC1=NC2=CC(=CC(=C2N=C1N1CCOCC1)C(C)NC1=C(C(=O)O)C=CC=C1)C 2-[1-(2,7-dimethyl-3-morpholino-quinoxalin-5-yl)ethylamino]benzoic acid